The molecule is an organosulfonate oxoanion obtained by deprotonation of the sulfo groups of 1,3,4,5,7,8-hexahydroxy-9,10-dioxo-9,10-dihydroanthracene-2,6-disulfonic acid. It is a conjugate base of a 1,3,4,5,7,8-hexahydroxy-9,10-dioxo-9,10-dihydroanthracene-2,6-disulfonic acid. C12=C(C(=C(C(=C1O)O)S(=O)(=O)[O-])O)C(=O)C3=C(C2=O)C(=C(C(=C3O)O)S(=O)(=O)[O-])O